N-[4-(6-amino-5-chloro-pyrimidin-4-yl)oxy-3-fluoro-phenyl]-1-(4-methylpyrimidin-2-yl)-5-(trifluoromethyl)pyrazole-4-carboxamide NC1=C(C(=NC=N1)OC1=C(C=C(C=C1)NC(=O)C=1C=NN(C1C(F)(F)F)C1=NC=CC(=N1)C)F)Cl